[NH4+].CN1C(SCC1N1CCCCC1)C(=O)[O-] N-methyl-4-piperidino-dihydrothiazolecarboxylic acid ammonium salt